tetrahydro-3,5-dimethyl-4H-1,3,5-oxadiazin-4-one CN1COCN(C1=O)C